tris-(trimethylsilyl)antimony C[Si](C)(C)[Sb]([Si](C)(C)C)[Si](C)(C)C